4-(piperazin-2-yl)benzoic acid methyl ester COC(C1=CC=C(C=C1)C1NCCNC1)=O